(3S)-7-((S)-4-acryloyl-2-methylpiperazin-1-yl)-9-chloro-10-(2,4-difluorophenyl)-3-((4-(oxetan-3-yl)piperazin-1-yl)methyl)-2H-[1,4]thiazino[2,3,4-ij]quinazolin-5(3H)-one C(C=C)(=O)N1C[C@@H](N(CC1)C1=NC(N2C3=C(C(=C(C=C13)Cl)C1=C(C=C(C=C1)F)F)SC[C@@H]2CN2CCN(CC2)C2COC2)=O)C